8-(Cyclobutylmethyl)-1,4-dioxa-8-spiro[4.5]decanecarbaldehyde C1(CCC1)CC1(CCC2(OCCO2)CC1)C=O